N'-hydroxy-2-(2,2,2-trifluoroethoxy)propaneimidamide ON=C(C(C)OCC(F)(F)F)N